FC1(CCC(CC1)C=1SC2=C(C(=NC=C2)OC)N1)F (4,4-difluoro-cyclohexyl)-4-methoxy-thiazolo[4,5-c]pyridin